C1(CC1)N1C=C(C(C2=CC=C(C(=C12)OC)F)=O)C(=O)O 1-cyclopropyl-7-fluoro-8-methoxy-4-oxo-1,4-dihydroquinoline-3-carboxylic acid